[Co]=S.[Ni].[V] vanadium-nickel-cobalt sulfide